3-(5-amino-8-(2,6-dimethylpyridin-4-yl)imidazo[1,2-c]pyrimidin-7-yl)benzonitrile NC1=NC(=C(C=2N1C=CN2)C2=CC(=NC(=C2)C)C)C=2C=C(C#N)C=CC2